BrC=1C=C(C(=O)OC)C=C(C1)[N+](=O)[O-] methyl 3-bromo-5-nitrobenzoate